tert-butyl 4-[3-(2,6-dibenzyloxy-3-pyridyl)-1-methyl-indazol-7-yl]piperazine-1-carboxylate C(C1=CC=CC=C1)OC1=NC(=CC=C1C1=NN(C2=C(C=CC=C12)N1CCN(CC1)C(=O)OC(C)(C)C)C)OCC1=CC=CC=C1